(R)-4-(3-(benzofuran-2-yl)phenyl)-3-(2-((tert-butyldiphenylsilyl)oxy)ethyl)-N2-isopropyl-1,3-dihydro-2H-pyrrolo[3,4-c]pyridine-2,6-dicarboxamide O1C(=CC2=C1C=CC=C2)C=2C=C(C=CC2)C2=NC(=CC1=C2[C@H](N(C1)C(=O)NC(C)C)CCO[Si](C1=CC=CC=C1)(C1=CC=CC=C1)C(C)(C)C)C(=O)N